C(#N)NC(N(C)C=1C=C(C2=C(CCO2)C1C#N)C1=CC=C(C=C1)C(C)C)=O 3-cyano-1-[4-cyano-7-(4-isopropylphenyl)-2,3-dihydrobenzofuran-5-yl]-1-methyl-urea